tert-butyl-N-(bromoacetyl)-L-valyl-L-alanyl-L-lysinat C(C)(C)(C)N([C@@H](C(C)C)C(=O)N[C@@H](C)C(=O)N[C@@H](CCCCN)C(=O)[O-])C(CBr)=O